BrC1OC2=C(O1)C=C1C=CC3(C1=C2)CCC2(CC3)OCCO2 bromo-2''H-dispiro[[1,3]dioxolane-2,1'-cyclohexane-4',5''-indeno[5,6-d][1,3]dioxole]